C(C)(C)C=1C(=CN2N=C(N=C(C21)O)C=2N(C=CN2)C)C2=NN(C=C2)C(C)C isopropyl-6-(1-isopropyl-1H-pyrazol-3-yl)-2-(1-methyl-1H-imidazol-2-yl)pyrrolo[2,1-f][1,2,4]triazin-4-ol